O=C1[C@@H](N2CC[C@@H]1C2)COP(=O)(OC2=CC=CC=C2)N[C@@H](C)C(=O)OC(C)C isopropyl ((((1S,2S,4R)-3-oxo-1-azabicyclo[2.2.1]heptan-2-yl)methoxy)(phenoxy)phosphoryl)-L-alaninate